8-(isopropylsulfonyl)-1,3,7-trimethyl-1H-purine-2,6(3H,7H)-dione C(C)(C)S(=O)(=O)C1=NC=2N(C(N(C(C2N1C)=O)C)=O)C